FC(C(=O)O)(F)F.ClC1=CC=C(C[C@@H]2N(C[C@@H]3COCCN3C2)C2CCC(CC2)C2=NN(C(=C2)C)C)C=C1 (7S,9aR)-7-(4-chlorobenzyl)-8-(4-(1,5-dimethyl-1H-pyrazol-3-yl)-cyclohexyl)octahydro-pyrazino[2,1-c][1,4]oxazine 2,2,2-trifluoroacetate